1-(4-(4-(2-(4-(4-amino-3-(4-phenoxyphenyl)-1H-pyrazolo[3,4-d]pyrimidin-1-yl)-[1,4'-bipiperidin]-1'-yl)ethyl)piperazin-1-yl)phenyl)dihydropyrimidine-2,4(1H,3H)-dione NC1=C2C(=NC=N1)N(N=C2C2=CC=C(C=C2)OC2=CC=CC=C2)C2CCN(CC2)C2CCN(CC2)CCN2CCN(CC2)C2=CC=C(C=C2)N2C(NC(CC2)=O)=O